FC1=CC(=CC(=C1)OC)F 1,3-difluoro-5-methoxybenzene